4,5-ditetrazolyl-1,2,3-triazole N1N=NN=C1C=1N=NNC1C1=NN=NN1